C1(=CC=CC=C1)N(C1=CC=C(C=C1)B(O)O)C1=NC=CC=C1 (4-(phenyl-(pyridin-2-yl)amino)phenyl)boronic acid